OCCC(C(=O)NCC(CNC(C(CCCCCCCCCCCCCCCC)CCO)=O)O)CCCCCCCCCCCCCCCC 1,3-bis(N-2-(hydroxyethyl)stearoylamino)-2-hydroxypropane